2-[(2R)-1-carbamimidoylazetidin-2-yl]acetic acid C(N)(=N)N1[C@H](CC1)CC(=O)O